Mercury(I) bromide [Hg]Br